CCS(=O)(=O)[O-] 2-ethanesulfonate